C(C1=CC=CC=C1)OC(=O)N1CCC(CC1)(F)F 4,4-difluoropiperidine-1-carboxylic acid benzyl ester